C(COCCOCCOCCOCC#C)OC=1C=C(C(=O)OC)C=C(C1OCCOCCOCCOCCOCC#C)OCCOCCOCCOCCOCC#C methyl 3,4,5-tris((3,6,9,12-tetraoxapentadec-14-yn-1-yl)oxy)benzoate